C(CCCCCC(=O)OCCCCCCCCCCCCCC)(=O)OCCCCCCCCCCCCCC ditetradecyl pimelate